3-(4-ethynyl-1H-pyrazol-1-yl)-N,N-dimethylpropan-1-amine C(#C)C=1C=NN(C1)CCCN(C)C